1-methyl-4,5,6,7-tetrahydro-2-benzothiophen-5-amine hydrochloride Cl.CC=1SC=C2C1CCC(C2)N